N-(4-(N-(4-((4-methoxyphenyl)sulfonamido)naphthalen-1-yl)sulfamoyl)phenyl)-3-morpholinopropionamide COC1=CC=C(C=C1)S(=O)(=O)NC1=CC=C(C2=CC=CC=C12)NS(=O)(=O)C1=CC=C(C=C1)NC(CCN1CCOCC1)=O